FC(C)(F)C1(CC1)C#CC1=CC=CC=2N(CCOCC21)C2=NC(NC1=CC=CC(=C21)F)=O 4-(6-((1-(1,1-difluoroethyl)cyclopropyl)ethynyl)-2,3-dihydrobenzo[e][1,4]oxazepin-1(5H)-yl)-5-fluoroquinazolin-2(1H)-one